N-CBZ-L-aspartyl-L-glutamyl-L-valyl-L-aspartic acid amide C(=O)(OCC1=CC=CC=C1)N[C@@H](CC(=O)O)C(=O)N[C@@H](CCC(=O)O)C(=O)N[C@@H](C(C)C)C(=O)N[C@@H](CC(=O)O)C(=O)N